4-((1R,3R,5R)-1-((5-((3,5-difluoropyridin-2-yl)oxy)pyridin-2-yl)carbamoyl)spiro[2.5]octan-5-yl)pyridine 1-oxide FC=1C(=NC=C(C1)F)OC=1C=CC(=NC1)NC(=O)[C@@H]1C[C@@]12C[C@@H](CCC2)C2=CC=[N+](C=C2)[O-]